NCCN1C=2N(C3=CC=C(C=C3C1=O)F)C(NN2)=S 4-(2-aminoethyl)-7-fluoro-1-thioxo-2,4-dihydro-[1,2,4]triazolo[4,3-a]quinazolin-5(1H)-one